5-(bromomethyl)-4-(4-fluorophenyl)-6-isopropyl-2-[methyl-(methylsulfonyl)amino]pyrimidine BrCC=1C(=NC(=NC1C(C)C)N(S(=O)(=O)C)C)C1=CC=C(C=C1)F